ClC=1C=C(C=CC1)C(C(OC(=O)N[C@@H](CC(C)C)C(=O)OC)C1=CC=CC=C1)(C)C methyl ((2-(3-chlorophenyl)-2-methyl-1-phenylpropoxy) carbonyl)-leucinate